C(C)N1N=C(C=2N=CN(C(C21)=O)CC(=O)N)NC2=CC=C(C=C2)C(F)(F)F 2-(1-ethyl-7-oxo-3-((4-(trifluoromethyl)phenyl)amino)-1,7-dihydro-6H-pyrazolo[4,3-d]pyrimidin-6-yl)acetamide